NC1(CC=NC=C1)C(=O)O 4-aminopyridine-4-carboxylic acid